2-amino-5-bromo-N-[1-(1-methyl-1H-pyrazol-4-yl)cyclopropyl]benzamide NC1=C(C(=O)NC2(CC2)C=2C=NN(C2)C)C=C(C=C1)Br